2,2',2'',2'''-((2S,5S,8S,11S)-2,5,8,11-tetrakis(4-methoxybenzyl)-1,4,7,10-tetraazacyclododecane-1,4,7,10-tetrayl)tetraacetic acid COC1=CC=C(C[C@@H]2N(C[C@@H](N(C[C@@H](N(C[C@@H](N(C2)CC(=O)O)CC2=CC=C(C=C2)OC)CC(=O)O)CC2=CC=C(C=C2)OC)CC(=O)O)CC2=CC=C(C=C2)OC)CC(=O)O)C=C1